N-((1H-pyrrolo[2,3-b]pyridin-5-yl)methyl)-6-chloropyrimidin-4-amine N1C=CC=2C1=NC=C(C2)CNC2=NC=NC(=C2)Cl